[NH+]1=CC=CC=C1.C=C=N ketene imine pyridinium salt